CSC=1N=C(C2=C(N1)C=NC=N2)N (methylsulfanyl)pyrimido[5,4-d][1,3]diazin-4-amine